N-hydroxypyridine-2-carboximidoyl chloride ON=C(C1=NC=CC=C1)Cl